4-[(5-amino-2-pyridyl)oxy]-3-tert-butyl-benzonitrile NC=1C=CC(=NC1)OC1=C(C=C(C#N)C=C1)C(C)(C)C